4-hydroxy-N,N-diisopropyltryptamine hemi-succinate hydrochloride Cl.C(CCC(=O)O)(=O)O.OC=1C=CC=C2NC=C(CCN(C(C)C)C(C)C)C12.OC=1C=CC=C2NC=C(CCN(C(C)C)C(C)C)C12.Cl